tert-butyl 5-(2-(2,6-dioxopiperidin-3-yl)-1,3-dioxoisoindolin-5-yl)hexahydropyrrolo[3,4-c]pyrrole-2(1H)-carboxylate O=C1NC(CCC1N1C(C2=CC=C(C=C2C1=O)N1CC2C(C1)CN(C2)C(=O)OC(C)(C)C)=O)=O